N1(CCOCC1)C(CC)=O 4-morpholinylpropan-1-one